(2S)-2-[(5-chloro-8-hydroxy-3-methyl-1-oxo-3,4-dihydroisochromene-7-carbonyl)amino]-3-phenylpropanoic acid ClC1=C2CC(OC(C2=C(C(=C1)C(=O)N[C@H](C(=O)O)CC1=CC=CC=C1)O)=O)C